C1(CC1)C=1C=C(CN(C(CN(S(=O)(=O)C2=C(C(=C(C(=C2)F)F)F)F)CC2=C(C=CC=C2)C(F)(F)F)=O)C2=C(C=C(C(=O)O)C=C2)OCC)C=C(C1)C1CC1 4-(N-(3,5-dicyclopropylbenzyl)-2-(2,3,4,5-tetrafluoro-N-(2-(trifluoromethyl)benzyl)phenylsulfonamido)acetamido)-3-ethoxybenzoic acid